7-hydroxy-cyclopenta[B]pyridine OC=1C=CC=2C1NC=CC2